CNC1=NC=CC(=C1)CC 2-(methylamino)-4-ethylpyridine